N(=[N+]=[N-])C(C(=O)C1=CC=C(C=C1)Br)(F)F 2-azido-1-(4-bromophenyl)-2,2-difluoroethane-1-one